O[C@]1(C[C@@H]2CC[C@H]3[C@@H]4CC[C@H](C(C)=O)[C@]4(CC[C@@H]3[C@]2(CC1)C)C)C (3α,5α)-3-hydroxy-3-methyl-pregnan-20-one